ClC=1C2=C(N=CN1)N(C=C2)[C@@H]2O[C@@H]([C@@]1([C@H]2OC(O1)(C)C)C)C(=O)O (3aS,4S,6R,6aR)-6-(4-chloro-7H-pyrrolo[2,3-d]pyrimidin-7-yl)-2,2,3a-trimethyltetrahydrofuro[3,4-d][1,3]dioxole-4-carboxylic acid